bis((7-(4-(4-(benzo[b]thiophen-4-yl)piperazin-1-yl)butoxy)quinolin-2-yloxy)methyl) tetradecanedioate C(CCCCCCCCCCCCC(=O)OCOC1=NC2=CC(=CC=C2C=C1)OCCCCN1CCN(CC1)C1=CC=CC=2SC=CC21)(=O)OCOC2=NC1=CC(=CC=C1C=C2)OCCCCN2CCN(CC2)C2=CC=CC=1SC=CC12